6-(2-chlorophenyl)-2-{[4-(1,4-diazepan-1-yl)-3-methylphenyl]amino}imidazo[1,2-a]pyrimido[5,4-e]pyrimidin-5(6H)-one ClC1=C(C=CC=C1)N1C=2N(C3=C(C1=O)C=NC(=N3)NC3=CC(=C(C=C3)N3CCNCCC3)C)C=CN2